3-(4-methyl-1h-imidazol-1-yl)-5-trifluoromethylaniline monohydrochloride Cl.CC=1N=CN(C1)C=1C=C(N)C=C(C1)C(F)(F)F